BrC=1C=CC(=C(N)C1)OCCOC 5-bromo-2-(2-methoxyethoxy)aniline